3-[2-[methyl(propyl)amino]ethyl]-1H-indol-4-ol CN(CCC1=CNC=2C=CC=C(C12)O)CCC